7-(piperidin-4-yl)isoquinoline N1CCC(CC1)C1=CC=C2C=CN=CC2=C1